trans-1,2,4-cyclohexanetricarboxylic acid 1,2-anhydride C12C(CC(CC1)C(=O)O)C(=O)OC2=O